C(C)N(C(=O)C=1N=NC(=CC1)N1CCN(CC1)C(CCC1=C(C=CC=C1)C1=CC(=CC=C1)O)=O)CC N,N-Diethyl-6-[4-[3-[2-(3-hydroxyphenyl)phenyl]propanoyl]piperazin-1-yl]pyridazine-3-carboxamide